2-(6-Amino-2-(trifluoromethyl)pyridin-3-yl)-2-oxoethyl (3S,8aR)-7-(3-chloro-2-fluoro-6-(1H-tetrazol-1-yl)phenyl)-5-oxo-1,2,3,5,8,8a-hexahydroindolizine-3-carboxylate ClC=1C(=C(C(=CC1)N1N=NN=C1)C1=CC(N2[C@@H](CC[C@@H]2C1)C(=O)OCC(=O)C=1C(=NC(=CC1)N)C(F)(F)F)=O)F